N-(3-(2'-((3-methoxy-4-morpholinophenyl)amino)-7'-oxo-5'H-spiro[cyclopropane-1,8'-pyrido[4,3-d]pyrimidine]-6'(7'H)-yl)-4-methylphenyl)-3-(trifluoromethyl)benzamide COC=1C=C(C=CC1N1CCOCC1)NC=1N=CC2=C(N1)C1(C(N(C2)C=2C=C(C=CC2C)NC(C2=CC(=CC=C2)C(F)(F)F)=O)=O)CC1